C(C)OC=1N=NC(=C2C1N(C=C2)C)NCC2=CC=C(C=C2)OC 7-ethoxy-N-(4-methoxybenzyl)-1-methyl-1H-pyrrolo[2,3-d]pyridazin-4-amine